FC1=CC=C(C=C1)C1[C@@](C1)(C(=O)O)C (1R)-2-(4-fluorophenyl)-1-methylcyclopropane-1-carboxylic acid